2-((4-methoxybenzyl)amino)benzo[cd]indole COC1=CC=C(CNC2=NC3=CC=CC=4C3=C2C=CC4)C=C1